O=C1CC=2C(=NC=C(C2)S(=O)(=O)Cl)N1 2-oxo-2,3-dihydro-1H-pyrrolo[2,3-b]pyridine-5-sulfonyl chloride